6-chloro-N-[(1S)-2-[[(1S)-1-cyano-2-[(3S)-2-oxo-3-piperidyl]ethyl]amino]-1-(cyclopropylmethyl)-2-oxo-ethyl]-4-methoxy-1H-indole-2-carboxamide ClC1=CC(=C2C=C(NC2=C1)C(=O)N[C@H](C(=O)N[C@@H](C[C@H]1C(NCCC1)=O)C#N)CC1CC1)OC